NC1=C(C=C(C=C1)P1(CCCC1)=O)OC (4-amino-3-methoxyphenyl)phospholane 1-oxide